C(C)OC(=O)C1=C(N=C(S1)NC1=NC(=CC(=N1)C1=CC=C(C=C1)C(N(C)C1CCCCC1)=O)N1CCC(CC1)O)C 2-[4-[4-(N-cyclohexyl-N-methylcarbamoyl)phenyl]-6-(4-hydroxypiperidin-1-yl)-pyrimidin-2-ylamino]-4-methyl-5-thiazolecarboxylic acid ethyl ester